COC1=C(C=CC(=C1)S(=O)(=O)C)NCC#CC1=C(C2=C(S1)C(=CC=C2)NC2C1CNCC2CNC1)CC(F)(F)F N-(2-(3-((2-methoxy-4-(methylsulfonyl)phenyl)amino)prop-1-yn-1-yl)-3-(2,2,2-trifluoroethyl)benzo[b]thiophen-7-yl)-3,7-diazabicyclo[3.3.1]nonan-9-amine